N-{8-fluoro-2-methylimidazo[1,2-a]pyridin-6-yl}-5-methoxy-2-methyl-4-(piperazin-1-yl)indazole-7-carboxamide trifluoroacetic acid salt FC(C(=O)O)(F)F.FC=1C=2N(C=C(C1)NC(=O)C1=CC(=C(C3=CN(N=C13)C)N1CCNCC1)OC)C=C(N2)C